FC1(CN(CCC1(O)O)C(=O)OC(C)(C)C)F tert-butyl 3,3-difluoro-4,4-dihydroxypiperidine-1-carboxylate